C(N)(=O)C=1C=C(C=CC1)NC(C1=C(N=C(C=C1)C(F)(F)F)N1CCC2(CC2)CC1)=O N-(3-carbamoyl-phenyl)-2-(6-azaspiro[2.5]octan-6-yl)-6-(trifluoro-methyl)-nicotinamide